2-(6-bromo-2-(3,6-dihydro-2H-pyran-4-yl)-5-ethyl-7-oxo-[1,2,4]triazolo[1,5-a]pyrimidin-4(7H)-yl)-N-(5-fluoro-2-methyl-4-(trifluoromethyl)phenyl)acetamide BrC1=C(N(C=2N(C1=O)N=C(N2)C=2CCOCC2)CC(=O)NC2=C(C=C(C(=C2)F)C(F)(F)F)C)CC